BrC1=C(C#N)C=C(C=C1)S(=O)(=O)CC1CCC(CC1)(C)O 2-bromo-5-(((4-hydroxy-4-methylcyclohexyl)methyl)sulfonyl)benzonitrile